dimethyldiallylpropylammonium bromide [Br-].C[NH+](CCC(CC=C)CC=C)C